6-[1-[1-[2-Cyano-4-methyl-pent-2-enoyl]-4-piperidinyl]-5-methyl-pyrazol-4-yl]-4-methoxy-pyrazolo[1,5-a]pyridine-3-carbonitrile C(#N)C(C(=O)N1CCC(CC1)N1N=CC(=C1C)C=1C=C(C=2N(C1)N=CC2C#N)OC)=CC(C)C